NC(CC1=CNC2=CC=CC=C12)C 3-(2-aminopropyl)-indole